ClC=1C(=CC(=C(C1)NC1=NC(=NC=N1)NC=1C(=CC(=C(C1)NC(C=C)=O)N1[C@@H](CCC1)CN(C)C)OC)C(C)(CC)O)F N-(5-(4-(5-chloro-4-fluoro-2-(2-hydroxybutan-2-yl)phenylamino)-1,3,5-triazin-2-ylamino)-2-((S)-2-((dimethylamino)methyl)pyrrolidin-1-yl)-4-methoxyphenyl)acrylamide